2'-benzyl-1'-oxo-1',2,3,4'-tetrahydro-2'H-spiro[indene-1,3'-isoquinoline]-4'-carboxylic acid C(C1=CC=CC=C1)N1C(C2=CC=CC=C2C(C12CCC1=CC=CC=C12)C(=O)O)=O